C(C=C)(=O)N1[C@H](CN(C[C@H]1C)C1=NC(N2C3=C(C(=C(C=C13)C(F)(F)F)C=1SC=C(C1)Cl)SC[C@H](C2)C=2C=NC=C(C2)F)=O)C (S)-8-((3S,5R)-4-propenoyl-3,5-dimethylpiperazin-1-yl)-11-(4-chlorothien-2-yl)-3-(5-fluoropyridin-3-yl)-10-(trifluoromethyl)-3,4-dihydro-2H,6H-[1,4]thiazepino[2,3,4-ij]quinazolin-6-one